NC1CCN(CC1)C=1C(=CC(=NC1)C=1C=C(C(=O)N[C@@H](C=2NC3=CC=CC=C3C2)C2=C(C=CC(=C2)F)O)C=C(C1)C)C (R)-3-(5-(4-aminopiperidin-1-yl)-4-methylpyridin-2-yl)-N-((5-fluoro-2-hydroxyphenyl)(1H-indol-2-yl)methyl)-5-methylbenzamide